FC(C(=O)O)(F)F.NCCC=1C(NC2=CC=CC(=C2C1)O)=O 3-(2-Aminoethyl)-5-hydroxyquinolin-2(1H)-one trifluoroacetate